C(C1=CC=CC=C1)C(C(=O)NC=1C=NC2=CC=C(C=C2C1)OC)(CC(=C)C)C 2-benzyl-N-(6-methoxy-3-quinolyl)-2,4-dimethyl-pent-4-enamide